5-bromo-N,N-bis(2,4-dimethoxybenzyl)pyridine-3-sulfonamide BrC=1C=C(C=NC1)S(=O)(=O)N(CC1=C(C=C(C=C1)OC)OC)CC1=C(C=C(C=C1)OC)OC